2-oxirane-acetic acid O1C(C1)CC(=O)O